(4-{6-amino-5-[1-(2,6-dichloro-4-trifluoromethyl-phenyl)-ethoxy]-pyridin-3-yl}-phenyl)-((3r,5s)-3,5-dimethyl-piperazin-1-yl)-methanone NC1=C(C=C(C=N1)C1=CC=C(C=C1)C(=O)N1C[C@H](N[C@H](C1)C)C)OC(C)C1=C(C=C(C=C1Cl)C(F)(F)F)Cl